C1(CC1)C1=C(C=CC=C1)NC(=O)C1=CN=C(S1)N1CCC(CC1)N1C[C@@H](CCC1)C N-(2-cyclopropylphenyl)-2-[(3R)-3-methyl-[1,4'-bipiperidine]-1'-yl]-1,3-thiazole-5-carboxamide